(S)-methyl 2-((tert-butoxycarbonyl)amino)-4-((2-(pyrazin-2-yl)ethyl)thio)butanoate C(C)(C)(C)OC(=O)N[C@H](C(=O)OC)CCSCCC1=NC=CN=C1